1-(4-maleimidophenoxy)-2-cyclohexylbenzene C1(C=CC(N1C1=CC=C(OC2=C(C=CC=C2)C2CCCCC2)C=C1)=O)=O